isobutyric acid (Isobutyrate) C(C(C)C)(=O)O.C(C(C)C)(=O)O